ClC=1N=C(C2=CC=CC=C2C1)OCC(OC)OC 3-chloro-1-(2,2-dimethoxyethoxy)isoquinoline